R-3-(difluoromethyl)-indan FC([C@@H]1CCC2=CC=CC=C12)F